C(C)OC(CCC(=O)C1=NC2=CC(=CC=C2C(=C1O)Br)C1=CC=C(C=C1)OC(F)(F)F)=O 4-[4-bromo-3-hydroxy-7-(4-trifluoromethoxy-phenyl)-quinolin-2-yl]-4-oxo-butyric acid ethyl ester